3-(acetamidomethyl)-1-(4-(trifluoromethyl)phenyl)-1,2,3,4-tetrahydro-quinoline-5-carboxylic acid C(C)(=O)NCC1CN(C=2C=CC=C(C2C1)C(=O)O)C1=CC=C(C=C1)C(F)(F)F